P(O)(O)O.C(C)(C)(C)C1=C(C=CC(=C1)C(C)(C)C)C(O)(C(CO)(CO)CO)C1=C(C=C(C=C1)C(C)(C)C)C(C)(C)C bis(2,4-di-tert-butylphenyl)pentaerythritol phosphite